C(C1=CC=CC=C1)OC1=NC(=CC=C1C1=CC=C(C=C1)C=1C(CN(CC1)C(=O)OC(C)(C)C)(F)F)OCC1=CC=CC=C1 tert-butyl 4-[4-(2,6-dibenzyloxy-3-pyridinyl) phenyl]-3,3-difluoro-2,6-dihydropyridine-1-carboxylate